BrC(=C(C)C)C1C2=CC(=CC=C2C=2C=CC(=CC12)C(C)(C)C)C(C)(C)C 9-(1-Bromo-2-methylprop-1-en-1-yl)-2,7-di-tert-butyl-9H-fluorene